(terphenylyl)[di(phenyl)triazinylphenyl]dibenzofuran C1(=C(C=CC=C1)C1=C(C2=C(OC3=C2C=CC=C3)C=C1)C1=C(C(=C(C=C1)C1=CC=CC=C1)C1=CC=CC=C1)C1=NN=NC=C1)C=1C(=CC=CC1)C1=CC=CC=C1